di-tert-butyl 2-(5-((2R,5S)-1-((benzyloxy)carbonyl)-5-methylpiperidin-2-yl)benzo[d]thiazol-2-yl)piperazine-1,4-dicarboxylate C(C1=CC=CC=C1)OC(=O)N1[C@H](CC[C@@H](C1)C)C=1C=CC2=C(N=C(S2)C2N(CCN(C2)C(=O)OC(C)(C)C)C(=O)OC(C)(C)C)C1